4-(5-((6-(3,5-dichlorophenyl)-4-(methoxycarbonyl)pyridin-2-yl)oxy)pyridin-2-yl)piperazine-1-carboxylic acid tert-butyl ester C(C)(C)(C)OC(=O)N1CCN(CC1)C1=NC=C(C=C1)OC1=NC(=CC(=C1)C(=O)OC)C1=CC(=CC(=C1)Cl)Cl